C1(CC1)C=1C(=NN2C1CCC1=CC(=CC=C21)F)C2CCN(CC2)C(=O)OC(C(F)(F)F)CO 1,1,1-trifluoro-3-hydroxypropan-2-yl 4-(3-cyclopropyl-7-fluoro-4,5-dihydropyrazolo[1,5-a]quinolin-2-yl)piperidine-1-carboxylate